C(C)(C)(C)N(C(O)=O)C1=NC=NC(=C1)C1=NOC(=C1)C1=CC(=C2C(N(C3(C2=C1)CCCCC3)CC3=CC=C(C=C3)OC)=O)C.[N+](=O)([O-])C=3C=C(C=CC3)P(C3=CC(=CC=C3)[N+](=O)[O-])C3=CC(=CC=C3)[N+](=O)[O-] tri(3-nitrophenyl)phosphine tert-butyl-(6-(5-(2'-(4-methoxybenzyl)-4'-methyl-3'-oxospiro[cyclohexane-1,1'-isoindolin]-6'-yl)isoxazol-3-yl)pyrimidin-4-yl)carbamate